dimethyl 3-cyano-4-methylpyridine-2,6-dicarboxylate C(#N)C=1C(=NC(=CC1C)C(=O)OC)C(=O)OC